N-(4-(2-amino-3-((1-methylpiperidin-4-yl)ethynyl)pyridin-4-yloxy)-3-fluorophenyl)-3-(4-fluorophenyl)-1-isopropyl-2,4-dioxo-1,2,3,4-tetrahydropyrimidine-5-carboxamide NC1=NC=CC(=C1C#CC1CCN(CC1)C)OC1=C(C=C(C=C1)NC(=O)C=1C(N(C(N(C1)C(C)C)=O)C1=CC=C(C=C1)F)=O)F